C(#N)C=1C=2CCCC2C(=C2CCCC12)NC(=O)NS(=O)(=O)C=1OC=C(C1)C1(CC1)O N-(8-cyano-1,2,3,5,6,7-hexahydros-indacen-4-ylcarbamoyl)-4-(1-hydroxycyclopropyl)furan-2-sulfonamide